tert-butyl 4-[5-(methylcarbamoyl)-1,3-benzoxazol-2-yl]-3-oxo-piperazine-1-carboxylate CNC(=O)C=1C=CC2=C(N=C(O2)N2C(CN(CC2)C(=O)OC(C)(C)C)=O)C1